3-((4-(2-(6-((5-(5-methyl-5H-pyrido[4,3-b]indol-7-yl)pyridin-2-yl)oxy)-2-azaspiro[3.3]heptan-2-yl)-2-oxoethyl)piperazin-1-yl)methyl)azetidin CN1C2=C(C=3C=CC(=CC13)C=1C=CC(=NC1)OC1CC3(CN(C3)C(CN3CCN(CC3)CC3CNC3)=O)C1)C=NC=C2